FC(C(=O)O)(F)F.COC=1C=C(OC(CNC(CC=2C=C(C=CC2)C)=N)C)C=CC1 N-(2-(3-methoxyphenoxy)propyl)-2-(m-tolyl)acetimidamide trifluoroacetate